2-chloro-N-(3-(6-chlorobenzo[d]thiazol-2-yl)-5-fluoro-2-methylphenyl)-3,4-difluorobenzamide ClC1=C(C(=O)NC2=C(C(=CC(=C2)F)C=2SC3=C(N2)C=CC(=C3)Cl)C)C=CC(=C1F)F